N-(1-((2R,4R)-4-hydroxypyrrolidin-2-yl)ethyl)-4-(5-methyl-7H-pyrrolo[2,3-d]pyrimidin-4-yl)-3,4-dihydro-2H-1,4-thiazine-6-carboxamide hydrochloride Cl.O[C@@H]1C[C@@H](NC1)C(C)NC(=O)C1=CN(CCS1)C=1C2=C(N=CN1)NC=C2C